C(C)C(CC1CNCC(C1)CC(CCCC)CC)CCCC 3,5-bis(2-ethylhexyl)piperidine